(S)-1-amino-4-(4-((4-fluoropyridin-2-yl)carbamoyl)phenyl)-2-(pyrrolidin-2-yl)-1H-imidazole-5-carboxamide NN1C(=NC(=C1C(=O)N)C1=CC=C(C=C1)C(NC1=NC=CC(=C1)F)=O)[C@H]1NCCC1